2-(6-methylpyridin-3-yl)acetic acid CC1=CC=C(C=N1)CC(=O)O